[Cu](Br)Br.C1=NC=CC2=CC=CC=C12 isoquinoline copper bromide